O1C(CCCC1)OC=1C=C(C=CC1OC1OCCCC1)C=CC(=O)C1=C(C=C(C=C1OC1OCCCC1)OC1OCCCC1)O 3-[3,4-Bis(oxan-2-yloxy)phenyl]-1-[2-hydroxy-4,6-bis(oxan-2-yloxy)phenyl]prop-2-en-1-one